C(C=C)(=O)O.C(C=C)(=O)N acrylamide-acrylic acid salt